(R,Z)-3-(5-(4-(4-(4-(1-(4-hydroxyphenyl)-2-phenylbut-1-en-1-yl)phenyl)piperazine-1-carbonyl)piperazin-1-yl)-1-oxoisoindolin-2-yl)piperidine-2,6-dione OC1=CC=C(C=C1)\C(=C(\CC)/C1=CC=CC=C1)\C1=CC=C(C=C1)N1CCN(CC1)C(=O)N1CCN(CC1)C=1C=C2CN(C(C2=CC1)=O)[C@H]1C(NC(CC1)=O)=O